C1(CC1)N1C=C(C(C2=CC(=C(C=C12)C1=CC=C(C=C1)S(NCCO)(=O)=O)F)=O)C(=O)O cyclopropyl-6-fluoro-7-(4-(N-(2-hydroxyethyl)sulfamoyl)phenyl)-4-oxo-1,4-dihydroquinoline-3-carboxylic acid